3-benzyloxy-1-Boc-amino-4-carbonyl-1,4-dihydropyridine-2-carboxylic acid methyl ester COC(=O)C=1N(C=C(C(C1OCC1=CC=CC=C1)=C=O)N)C(=O)OC(C)(C)C